4-(4-(trifluoromethyl)phenoxy)piperidine Hydrochloride Cl.FC(C1=CC=C(OC2CCNCC2)C=C1)(F)F